7,8-Dihydroxy-5-(piperazin-1-yl)-2,3-dihydro-1,4-benzodioxine OC=1C=C(C2=C(OCCO2)C1O)N1CCNCC1